N,N,1-trimethyl-3-sulfamoyl-1H-pyrazole-5-carboxamide CN(C(=O)C1=CC(=NN1C)S(N)(=O)=O)C